OC=1C=C(C(=CC1)C1CC=2C(=C3C=CC(OC3=CC2)(C)C)OC1)[O-] 3-hydroxy-6-[8,8-dimethyl-3,4-dihydro-2H-pyrano[2,3-f]chromen-3-yl]phenolate